BrC1=CN=C2N1N=C(C=C2)C=2C=NNC2 3-bromo-6-(1H-pyrazol-4-yl)imidazo[1,2-b]pyridazine